CNC(C1=C(C=CC=C1)S(=O)(=O)C1=CC=C2C(=CNC2=C1)CCC1=NC=CC=C1)=O N-methyl-2-((3-((1E)-2-(pyridine-2-yl)ethyl)-1H-indole-6-yl)sulfonyl)benzamide